C(C)(C)(C)OC(=O)NCCC[C@@H](C(=O)OC)NC(C1=CC=C(C=C1)NCC=1C(=C2C(=NC(=NC2=CC1)N)N)Cl)=O Methyl (S)-5-((tert-butoxycarbonyl)amino)-2-(4-(((2,4-diamino-5-chloroquinazolin-6-yl) methyl)amino)benzamido)pentanoate